5-(4-bromophenyl)oxazolidin-2-one (pyrrolidin-2-yl)methyl-1,8-diethyl-1,3,4,9-tetrahydropyrano[3,4-b]indole-1-acetate hydrochloride Cl.N1C(CCC1)COC(CC1(OCCC2=C1NC1=C(C=CC=C21)CC)CC)=O.BrC2=CC=C(C=C2)C2CNC(O2)=O